Cl.NC(C(=O)N1[C@H](CN(CC1)C(=O)NC1=NC(N(C=C1)C1=CC=C(C=C1)CN1CCC(CC1)N)=O)C)(C)C (S)-4-(2-Amino-2-methylpropanoyl)-N-(1-(4-((4-aminopiperidin-1-yl)methyl)phenyl)-2-oxo-1,2-dihydropyrimidin-4-yl)-3-methylpiperazine-1-carboxamide hydrochloride salt